Behenyl arachidate C(CCCCCCCCCCCCCCCCCCC)(=O)OCCCCCCCCCCCCCCCCCCCCCC